3-hydroxy-N-(3-methoxyphenyl)-N-methylbicyclo[1.1.1]pentane-1-carboxamide OC12CC(C1)(C2)C(=O)N(C)C2=CC(=CC=C2)OC